3,5-bis(1,1-dimethylethyl)-4-hydroxyhydrocinnamamide CC(C)(C)C=1C=C(CCC(=O)N)C=C(C1O)C(C)(C)C